CC(C(=O)O)CCCC\C=C/C(OCC)OCC (7Z)-methyl-9,9-diethoxy-7-nonenoic acid